Methyl 1-(2-(6-fluoro-1H-indol-3-yl)acetyl)azetidine-2-carboxylate FC1=CC=C2C(=CNC2=C1)CC(=O)N1C(CC1)C(=O)OC